FC1CC(N(CC1)CCCNC(=O)C1=CC2=C(N3C(S2)=NC(=C3)C3=C(C=C(C=C3)[C@H]3NCCC3)F)C=C1)C N-(3-(4-fluoro-2-methylpiperidin-1-yl)propyl)-2-(2-fluoro-4-((S)-pyrrolidin-2-yl)phenyl)benzo[d]imidazo[2,1-b]thiazole-7-carboxamide